ClC1=CC=C(C=C1)C1=C(C(=NN1C1=C(C=C(C=C1)Cl)Cl)C(=O)NC=1C=C(C(=O)O)C=CN1)C 2-(5-(4-chlorophenyl)-1-(2,4-dichlorophenyl)-4-methyl-1H-pyrazole-3-carboxamido)isonicotinic acid